tert-butyl (cis)-4-(2,2-difluoro-4-methoxy-3,3-dimethyl-4-oxobutyl)-3,3-difluorohexahydropyrrolo[3,2-b]pyrrole-1(2H)-carboxylate FC(CN1CC[C@@H]2N(CC([C@@H]21)(F)F)C(=O)OC(C)(C)C)(C(C(=O)OC)(C)C)F